COCCOC=1C=C2C=C(N(C2=CC1)CCOC)C(=O)OCC ethyl 5-(2-methoxyethoxy)-1-(2-methoxyethyl)-1H-indole-2-carboxylate